ClC1=NC(=CC=C1)[C@@H]1[C@H](C1)B1OC(C(O1)(C)C)(C)C 2-chloro-6-((1S,2S)-2-(4,4,5,5-tetramethyl-1,3,2-dioxaborolan-2-yl)cyclopropyl)pyridine